1-(3-Methylquinoxalin-6-yl)ethan-1-one CC=1C=NC2=CC=C(C=C2N1)C(C)=O